F[C@@H]1CN(C[C@@H]1F)C=1OC2=C(C=C(C=C2C(C1)=O)C)C(C)NC1=C(C(=O)O)C=CC=C1 2-[1-[2-[(3R,4S)-3,4-Difluoropyrrolidin-1-yl]-6-methyl-4-oxo-chromen-8-yl]ethylamino]benzoic acid